C(C)(C)N1C=2C3=C(N(N=C3CCC1=O)C1=NNC=C1)N=C(C2)N2[C@@H](COCC2)C (R)-6-isopropyl-4-(3-methylmorpholino)-2-(1H-pyrazol-3-yl)-2,6,8,9-tetrahydro-7H-1,2,3,6-tetraazabenzo[cd]azulene-7-one